(3S)-3-(5-chloro-2-pyridinyl)-5-hydroxy-isoxazolidine-2-carboxylic acid tert-butyl ester C(C)(C)(C)OC(=O)N1OC(C[C@H]1C1=NC=C(C=C1)Cl)O